C(C1=CC=CC=C1)N([C@@H]1C[C@H](NC1)C(=O)O)C(=O)OC(C)(C)C (2S,4R)-4-(benzyl-(t-butoxycarbonyl)amino)pyrrolidine-2-carboxylic acid